C12CN(CC(CNC1)N2)C(=O)[O-] 3,7,9-Triazabicyclo[3.3.1]nonane-3-carboxylate